C[Si](C(C(=O)OCCCC)C)(OC)C butyl α-dimethylmethoxysilylpropionate